C(CCC)C=1C=C(N=NC1Cl)NCC1=C(N=NN1C)C1=CC=C(C(=N1)C)O[C@@H]1C[C@H](CCC1)C(=O)OC Methyl (1S,3S)-3-((6-(5-(((5-butyl-6-chloropyridazin-3-yl)amino)methyl)-1-methyl-1H-1,2,3-triazol-4-yl)-2-methylpyridin-3-yl)oxy)cyclohexane-1-carboxylate